(R)-2-(2-(tert-butylamino)-1-hydroxyethyl)-5-fluorophenol C(C)(C)(C)NC[C@H](O)C1=C(C=C(C=C1)F)O